C1(=CC=CC=C1)[C@@H](C)NCC(=O)N(C=O)[C@H](C)C1=CC=CC=C1 N-(2-{[(1R)-1-phenylethyl]amino}acetyl)-N-[(1R)-1-phenylethyl]carboxamide